C(C)N1N=CC2=CC=C(C(=C12)OC([2H])([2H])[2H])NC1=NC(=NC=C1C(=O)NC([2H])([2H])[2H])NC=1C=NN(C1)C ((1-ethyl-7-(methoxy-d3)-1H-indazol-6-yl)amino)-N-(methyl-d3)-2-((1-methyl-1H-pyrazol-4-yl)amino)pyrimidine-5-carboxamide